ethyl 2-hydroxy-5,6-dihydropyrimido[4,5-e]indolizine-7-carboxylate OC=1N=CC2=C(N3C=CC(=C3CC2)C(=O)OCC)N1